OC(C#CCCS(=O)(=O)[O-])(C)C 4-hydroxy-4-methyl-pent-2-yn-1-ylmethylsulfonate